C1(=CC=CC=C1)N(N=O)C1=CC=CC=C1 diphenyl-nitrosoamine